(4-fluorophenyl)-4-methoxy-indole FC1=CC=C(C=C1)C=1NC2=CC=CC(=C2C1)OC